2-(Difluoro-methoxy)-bromo-benzene FC(OC1=C(C=CC=C1)Br)F